IC=1C=NN(C1N1C(C2(C3=CC=CC(=C13)C)CC2)=O)C 1'-(4-iodo-1-methyl-1H-pyrazol-5-yl)-7'-methyl-spiro[cyclopropane-1,3'-indoline]-2'-one